(R)-benzyl 2-(((benzyloxy)carbonyl)amino)-3-(3-(3-chloro-5-methylpyridin-2-yl)-5-fluorobenzamido)propanoate C(C1=CC=CC=C1)OC(=O)N[C@@H](C(=O)OCC1=CC=CC=C1)CNC(C1=CC(=CC(=C1)F)C1=NC=C(C=C1Cl)C)=O